O([C@@H]1[C@H](O)[C@@H](O)[C@H](O)[C@H](O1)CO)C1=CC=C(C=C1)[N+](=O)[O-] p-nitrophenyl α-glucopyranoside